C1=CC=CC=2C3=CC=CC=C3C(C12)COC(=O)N(CC(=O)O)CC=C 2-[9H-fluoren-9-yl-methoxycarbonyl(prop-2-enyl)amino]acetic acid